Dicyclopentanylmethacrylat C1(CCCC1)C(=C(C(=O)[O-])C)C1CCCC1